N-((4R,5S,7R,8R,9S,10R-10R)-8,10-dihydroxy-7-(hydroxymethyl)-9-(4-(3,4,5-trifluorophenyl)-1H-1,2,3-triazol-1-yl)-1,6-dioxaspiro[4.5]decan-4-yl)-2-methoxy-1-naphthamide O[C@H]1[C@H](O[C@@]2([C@@H](CCO2)NC(=O)C2=C(C=CC3=CC=CC=C23)OC)[C@@H]([C@H]1N1N=NC(=C1)C1=CC(=C(C(=C1)F)F)F)O)CO